C(C)(=O)[O-].[Y+3].C(C)(=O)[O-].C(C)(=O)[O-] Yttrium acetat